C(#N)C1=CNC=2N=C(N=C(C21)NC2=C(C=CC=C2)S(=O)(=O)N(C)C)NC2=C(C=C1CCN(CC1=C2)C)OC 2-((5-cyano-2-((6-methoxy-2-methyl-1,2,3,4-tetrahydroisoquinolin-7-yl)amino)-7H-pyrrolo[2,3-d]pyrimidin-4-yl)amino)-N,N-dimethylbenzenesulfonamide